tert-butyl 4-[7-fluoro-2-(2-trimethylsilylethoxymethyl)indazol-5-yl]piperazine-1-carboxylate FC1=CC(=CC2=CN(N=C12)COCC[Si](C)(C)C)N1CCN(CC1)C(=O)OC(C)(C)C